OC1=C(C=O)C=C(C=C1)C=1N=CN(C1)C1=CC=C(C=C1)N1CCCC1 hydroxy-5-(1-(4-(pyrrolidin-1-yl)phenyl)-1H-imidazol-4-yl)benzaldehyde